ClC=1C(=C(NC=2C3=C(N=CN2)C=C(C(=N3)O[C@@H]3CN(CC3)C(=O)OC(C)(C)C)F)C=CC1O)F tert-butyl (3S)-3-[4-(3-chloro-2-fluoro-4-hydroxy-anilino)-7-fluoro-pyrido[3,2-d]pyrimidin-6-yl]oxypyrrolidine-1-carboxylate